C[C@@]12CC[C@H]([C@]([C@H]1CCC(=C)[C@H]2CC3=C(C(=CC(=C3)Br)Br)O)(C)CCC(C(C)(C)Cl)Br)Br The molecule is a dibromophenol that is 2,4-dibromophenol substituted at position 6 by a decahydronaphthalen-1-ylmethyl group which in turn is substituted by a bromo, 3-bromo-4-chloro-4-methylpentyl group, two methyl groups and a methylidene group at positions 6, 5, 5, 8a and 2 respectively. A diterpenoid isolated from the Fijian red alga Callophycus serratus, it exhibits antibacterial, antimalarial and anticancer activities. It has a role as a metabolite, an antibacterial agent, an antimalarial and an antineoplastic agent. It is a dibromophenol, an organochlorine compound and a carbobicyclic compound.